7-bromo-2-(3-methyl-oxetan-3-yl)isoindolin-5-amine BrC=1C=C(C=C2CN(CC12)C1(COC1)C)N